Cl.C(C1=CC=CC=C1)=C1C(NCCC1=O)=CC1=CC=CC=C1 bis(benzylidene)piperidin-4-one hydrochloride